CC1=C(CSC2=C(C=C(C(=O)OC)C=C2)I)C=CC=C1C methyl 4-((2,3-dimethylbenzyl)thio)-3-iodobenzoate